methyl 4-[(2R,5S)-5-(4-chlorophenyl)-4-[2-[[(E)-3-[2-fluoro-4-(trifluoromethyl)phenyl]prop-2-enoyl]amino]acetyl]-2-methylpiperazin-1-yl]butanoate ClC1=CC=C(C=C1)[C@@H]1N(C[C@H](N(C1)CCCC(=O)OC)C)C(CNC(\C=C\C1=C(C=C(C=C1)C(F)(F)F)F)=O)=O